O1CCN(CC1)CC1=CC(=C(C=C1)C=1C(=NC(=CC1)C=1C=NNC1)C(=O)N)N1CCCCC1 (4-(morpholinomethyl)-2-(piperidin-1-yl)phenyl)-6-(1H-pyrazol-4-yl)pyridineamide